N-((1R,2S)-2-Acrylamidocyclopentyl)-4-oxo-5-(5-(pyrimidin-2-yloxy)pyridin-2-yl)-4,5-dihydro-3H-1-thia-3,5,8-triazaacenaphthylene-2-carboxamide C(C=C)(=O)N[C@@H]1[C@@H](CCC1)NC(=O)C=1SC=2N=CC=C3N(C(NC1C23)=O)C2=NC=C(C=C2)OC2=NC=CC=N2